CC1N(CCN(C1)C)C1=CC=C(C=C1)N1C=NC(=C1)NC=1N=CC(=NC1)C#N 5-((1-(4-(2,4-Dimethylpiperazin-1-yl)phenyl)-1H-imidazol-4-yl)amino)pyrazine-2-carbonitrile